(R)-4-(7-(1H-pyrazol-1-ylmethyl)-2-chloro-thieno[3,2-d]Pyrimidin-4-yl)-3-methylmorpholine N1(N=CC=C1)CC1=CSC2=C1N=C(N=C2N2[C@@H](COCC2)C)Cl